ClC1=CC=C(C=C1)C(CC(C)=O)N=[N+]=[N-] 4-(4-chlorophenyl)-4-azido-2-butanone